[N+](=O)([O-])C=1C(=C2C(=NC1)N(C=C2)S(=O)(=O)C2=CC=C(C)C=C2)NN2C1CC(CC2CC1)=CC#N (8-((5-nitro-1-p-toluenesulfonyl-1H-pyrrolo[2,3-b]pyridin-4-yl)amino)8-azabicyclo[3.2.1]octan-3-ylidene)acetonitrile